C1(=CC(=CC=C1)CN)CN.NCCCCCCN hexamethylenediamine m-xylylenediamine salt